C(CCCCCCCCC)OCC(CO)O 3-decoxypropane-1,2-diol